tert-butyl (S)-4-(8-cyano-2-(5-fluoro-3-methyl-2-oxo-2,3-dihydro-1H-benzo[d]imidazol-1-yl)quinoxalin-6-yl)-2-methylpiperazine-1-carboxylate C(#N)C=1C=C(C=C2N=CC(=NC12)N1C(N(C2=C1C=CC(=C2)F)C)=O)N2C[C@@H](N(CC2)C(=O)OC(C)(C)C)C